C(C)(C)(C)C=1C=CC=2N(C3=CC=C(C=C3C2C1)C(C)(C)C)C1=CC(=C(C(=C1)Cl)Cl)Cl 3,6-Di-tert-butyl-9-(3,4,5-trichlorophenyl)-9H-carbazole